(S)-quinuclidin-3-yl (5-(4-methoxy-3,5-dimethylphenyl)-2,2-dimethyl-2,3-dihydro-1H-inden-1-yl)carbamate COC1=C(C=C(C=C1C)C=1C=C2CC(C(C2=CC1)NC(O[C@@H]1CN2CCC1CC2)=O)(C)C)C